((1s,3s)-3-Hydroxy-3-methylcyclobutyl)(7-((1-methyl-1H-pyrrolo[2,3-b]pyridin-6-yl)oxy)-2-azaspiro[3.5]nonan-2-yl)methanon OC1(CC(C1)C(=O)N1CC2(C1)CCC(CC2)OC2=CC=C1C(=N2)N(C=C1)C)C